O.S(=O)(=O)(O)O.C1(=C(C=CC=C1)N)N PHENYLENEDIAMINE SULFATE, monohydrate